(1-METHYL-1H-IMIDAZOL-2-YL)-ACETIC ACID CN1C(=NC=C1)CC(=O)O